1-(tert-butoxycarbonyl)-6-bromoindole C(C)(C)(C)OC(=O)N1C=CC2=CC=C(C=C12)Br